BrC=1N=C2C(=NC1)N(C=C2C2=CC(=C(C=C2)C(=O)N2CC1(COC1)C2)C)S(=O)(=O)C2=CC=C(C)C=C2 (4-(2-bromo-5-tosyl-5H-pyrrolo[2,3-b]pyrazin-7-yl)-2-methylphenyl)(2-oxa-6-azaspiro[3.3]heptan-6-yl)methanone